di(n-octyl)cyclodecane C(CCCCCCC)C1(CCCCCCCCC1)CCCCCCCC